(R)-8-((1,4-dioxan-2-yl)methyl)-5-(4-(5-chloro-6-methyl-1H-indazol-4-yl)-5-methyl-1-(2-azaspiro[3.3]hept-6-yl)-1H-pyrazol-3-yl)-5,8-diazaspiro[3.5]nonane O1[C@@H](COCC1)CN1CCN(C2(CCC2)C1)C1=NN(C(=C1C1=C2C=NNC2=CC(=C1Cl)C)C)C1CC2(CNC2)C1